C(CC)NC(OC1CC(CC1)C1=CC(=NN1)NC=1C=CC2=C(S(CC2)(=O)=O)C1F)=O 3-(3-((7-fluoro-1,1-dioxido-2,3-dihydrobenzo[b]thiophen-6-yl)amino)-pyrazol-5-yl)cyclopentyl propylcarbamate